NC=1NC(C=2[N+](=CN(C2N1)[C@@H]1O[C@@H]([C@H]([C@H]1O)O)COP(=O)(OP(=O)(N1C=NC=C1)O)O)CC)=O 2-amino-9-((2R,3R,4S,5R)-3,4-dihydroxy-5-(((hydroxy((hydroxy(1H-imidazol-1-yl)phosphoryl)oxy)phosphoryl)oxy)methyl)tetrahydrofuran-2-yl)-7-ethyl-6-oxo-6,9-dihydro-1H-purin-7-ium